C(C)(C)(C)OC(N(C[C@H]1CNCCC1)C)=O (R)-methyl-(piperidin-3-ylmethyl)carbamic acid tert-butyl ester